BrC1=CC2=C(NC(=N2)C(=O)N2[C@@H](C=3C=CC=NC3CC2)C)C(=C1)Cl (R)-(5-Bromo-7-chloro-1H-benzo[d]imidazol-2-yl)(5-methyl-7,8-dihydro-1,6-naphthyridin-6(5H)-yl)methanone